5-(4-Phenylbenzyl)-1,3,4-oxadiazole-2-acetic acid ethyl ester C(C)OC(CC=1OC(=NN1)CC1=CC=C(C=C1)C1=CC=CC=C1)=O